3-(3,4-dihydroxyphenyl)-N-(4-(methylsulfonamido)phenethyl)propionamide OC=1C=C(C=CC1O)CCC(=O)NCCC1=CC=C(C=C1)NS(=O)(=O)C